C1(CCCCC1)NC(=O)C1=CC(=CC=2NC(=NC21)C)NC(=O)C2=C(C=CC=C2)C(F)(F)F N-cyclohexyl-2-methyl-6-({[2-(trifluoromethyl)phenyl]carbonyl}amino)-1H-Benzimidazole-4-carboxamide